FC1=C2C=C(C=NC2=CC=C1)C1=CSC=C1 5-Fluoro-3-thiophen-3-yl-quinoline